4,4'-dimethylbiphenyl iodonium bisulfate S([O-])(O)(=O)=O.[IH2+].CC1=CC=C(C=C1)C1=CC=C(C=C1)C